ClC=1C(=NC=C(C1)Cl)O[C@@H](C(=O)NCC=1C=C(CNC(OC(C)(C)C)=O)C=CC1)CC (R)-tert-butyl 3-((2-((3,5-dichloropyridin-2-yl)oxy)butanamido)methyl)benzylcarbamate